ClC=1C=C(C=CC1)N[C@H](CC(C)C)C(=O)N1[C@H]2CC([C@@H]([C@H]1C(=O)N[C@H](\C=C(\C(=O)OCC)/F)C[C@H]1C(NCC1)=O)CC2)(F)F ethyl (S,Z)-4-((1R,3S,4R)-2-((3-chlorophenyl)-D-leucyl)-5,5-difluoro-2-azabicyclo[2.2.2]octane-3-carboxamido)-2-fluoro-5-((S)-2-oxopyrrolidin-3-yl)pent-2-enoate